4-amino-1-oxo-1-phospha-2,6,7-trioxabicyclo[2.2.2]octane NC12COP(OC1)(OC2)=O